trans-N-(3-aminopropyl)-4-[[2-chloro-6-[4-[4-[(4R)-4-amino-2-oxo-pyrrolidin-1-yl]phenyl]sulfonylpiperazin-1-yl]-4-pyridinyl]-difluoro-methyl]cyclohexanecarboxamide NCCCNC(=O)[C@@H]1CC[C@H](CC1)C(F)(F)C1=CC(=NC(=C1)N1CCN(CC1)S(=O)(=O)C1=CC=C(C=C1)N1C(C[C@H](C1)N)=O)Cl